C(/C1=CC=CC=C1)=N\C(C(=O)OCC)(CCCC)CC Ethyl (E)-2-(benzylideneamino)-2-ethylhexanoate